3-hydroxy-L-phenylalanine methyl ester COC([C@@H](N)CC1=CC(=CC=C1)O)=O